C(C)(C)N1N=C(C=C1C1[C@H]2CC(C[C@@H]12)N1CC2(CS(C2)(=O)=O)CC1)C1=NC=CC(=C1)C(F)(F)F 6-((1R,3s,5S,6r)-6-(1-isopropyl-3-(4-(trifluoromethyl)pyridin-2-yl)-1H-pyrazol-5-yl)bicyclo[3.1.0]hexan-3-yl)-2-thia-6-azaspiro[3.4]octane 2,2-dioxide